2-(2-(2-(difluoromethoxy)-7-methylquinoxalin-5-yl)-4-methylthiazol-5-yl)-3-fluorophenol FC(OC1=NC2=CC(=CC(=C2N=C1)C=1SC(=C(N1)C)C1=C(C=CC=C1F)O)C)F